C1=CC=CC=2C3=CC=CC=C3C(C12)COC(=O)NC(C(=O)O)C ((((9H-fluoren-9-yl)methoxy)carbonyl)amino)propionic acid